(S)-2-((6-(6-methoxypyridin-3-yl)quinazolin-4-yl)amino)-1-(pyrrolidin-1-yl)propan-1-one COC1=CC=C(C=N1)C=1C=C2C(=NC=NC2=CC1)N[C@H](C(=O)N1CCCC1)C